[N+](=O)(OCN1C(C2=CC=3C(N(C(C3C=C2C1=O)=O)CC1=NN=NN1CC)=O)=O)[O-] (6-((1-Ethyl-1H-tetrazol-5-yl)methyl)-1,3,5,7-tetraoxo-3,5,6,7-tetrahydropyrrolo[3,4-f]isoindol-2(1H)-yl)methyl nitrate